C12(CC3CC(CC(C1)C3)C2)NC(=O)C2=NC(NC=C2C(=O)OCC)=O ETHYL 4-((ADAMANTAN-1-YL)CARBAMOYL)-2-OXO-1,2-DIHYDROPYRIMIDINE-5-CARBOXYLATE